SC(CC(=O)OC(CCC)OC(CC(C)(C)S)=O)(C)C butanediol bis(3-mercapto-3-methylbutanoate)